(S)-2-(2-fluoro-[1,1'-biphenyl]-4-yl)propionic acid ethyl ester C(C)OC([C@@H](C)C1=CC(=C(C=C1)C1=CC=CC=C1)F)=O